5-(4-trifluoromethoxyphenyl)-4-(3-pyrrolidinyl)-3-hydroxyisothiazole hydrobromide Br.FC(OC1=CC=C(C=C1)C1=C(C(=NS1)O)C1CNCC1)(F)F